The molecule is a very long-chain primary fatty alcohol that is tetracosane in which a hydrogen attached to one of the terminal carbons is replaced by a hydroxy group. It has been isolated from a variety of plants, including grape seeds, evening primrose (Oenothera biennis), pitaya fruits (Hylocereus polyrhizus and Hylocereus undatus), and the flowers of Arabian jasmine (Jasminum sambac). It has a role as a plant metabolite. It is a fatty alcohol 24:0 and a very long-chain primary fatty alcohol. It derives from a hydride of a tetracosane. CCCCCCCCCCCCCCCCCCCCCCCCO